C(CCCCCCC)SC=C1C(C(=CC(C1)=CSCCCCCCCC)C)O 2,4-Bis(n-octylthiomethylene)-6-Methylphenol